N1(N=CC=C1)C1=CC=C(C=C1)N(C(=O)C=1N=C(SC1)C#C)C(C(=O)NC(C)(C)C)C1=C[CH-]C=C1.[CH-]1C=CC=C1.[Fe+2] N-(4-(1H-pyrazol-1-yl)phenyl)-N-(1-(ferrocene-3-yl)-2-(tert-butylamino)-2-oxoethyl)-2-ethynylthiazole-4-carboxamide